NC(CCCC(C)C)N diamino-5-methylhexane